5-aminopseudouridine NC1([C@H]2[C@H](O)[C@H](O)[C@@H](CO)O2)C=NC(=O)NC1=O